C(C)(C)N1CCN(CC1)C=1C=C(C=CC1C)NC1=NC=CC(=N1)C=1C=C2C(CNC(C2=CC1)=O)(C)C 6-(2-((3-(4-isopropylpiperazin-1-yl)-4-methylphenyl)amino)pyrimidin-4-yl)-4,4-dimethyl-3,4-dihydroisoquinolin-1(2h)-one